4-(4-fluoro-3-methylphenyl)-1-(5-(isopropylsulfanyl)-4-(4-(trifluoromethyl)phenyl)thiazol-2-yl)-3-methyl-1H-pyrazole-5-carboxylic acid FC1=C(C=C(C=C1)C=1C(=NN(C1C(=O)O)C=1SC(=C(N1)C1=CC=C(C=C1)C(F)(F)F)SC(C)C)C)C